N-{4-[(dimethylamino)methyl]benzene-sulfonyl}-2-[4-(oxolan-3-yl)-2,6-bis(propan-2-yl)phenyl]acetamide CN(C)CC1=CC=C(C=C1)S(=O)(=O)NC(CC1=C(C=C(C=C1C(C)C)C1COCC1)C(C)C)=O